(1r,4r)-4-(((6-(2-Chloro-3-(3-chloro-2-(4-((((1r,4r)-4-hydroxycyclohexyl)amino)methyl)-3-methoxyphenyl)pyridin-4-yl)phenyl)-2-methoxypyridin-3-yl)methyl)amino)cyclohexan-1-ol ClC1=C(C=CC=C1C1=C(C(=NC=C1)C1=CC(=C(C=C1)CNC1CCC(CC1)O)OC)Cl)C1=CC=C(C(=N1)OC)CNC1CCC(CC1)O